N-(2-(Benzylamino)-1-(3-aminophenyl)-2-oxoethyl)-N-(3-chloro-4-methoxy-phenyl)acrylamide C(C1=CC=CC=C1)NC(C(C1=CC(=CC=C1)N)N(C(C=C)=O)C1=CC(=C(C=C1)OC)Cl)=O